C12C3C4C(C(C(C3C(C=C1)C2)C4)C(=O)O)C(=O)O tetracyclo[6.2.1.13,6.02,7]Dodec-9-ene-4,5-dicarboxylic acid